Phenyl ((S)-1-((2S,4R)-2-(((S)-1-(4-ethynylphenyl)ethyl)carbamoyl)-4-hydroxypyrrolidin-1-yl)-3,3-dimethyl-5-(methylamino)-1,5-dioxopentan-2-yl)carbamate C(#C)C1=CC=C(C=C1)[C@H](C)NC(=O)[C@H]1N(C[C@@H](C1)O)C([C@H](C(CC(=O)NC)(C)C)NC(OC1=CC=CC=C1)=O)=O